FC1=C(C(=CC=C1)C)N1CCC(CC1)N1C(N(C=2C([C@@H]1C)=NN(C2)C)CC2=C(C=CC=C2)C(F)(F)F)=O (S)-6-[1-(2-fluoro-6-methyl-phenyl)-piperidin-4-yl]-2,7-dimethyl-4-(2-trifluoromethyl-benzyl)-2,4,6,7-tetrahydro-pyrazolo[4,3-d]pyrimidin-5-one